N-acrylylalanine C(C=C)(=O)N[C@@H](C)C(=O)O